2-hexadecanamidoethyl acrylate C(C=C)(=O)OCCNC(CCCCCCCCCCCCCCC)=O